N-(cis-4-ethoxycyclohexyl)-5-(quinolin-6-yl)pyrrolo[2,1-f][1,2,4]triazin-2-amine C(C)O[C@H]1CC[C@H](CC1)NC1=NN2C(C=N1)=C(C=C2)C=2C=C1C=CC=NC1=CC2